CN(C)CC1CN(CC1)C1=CC=C(C=N1)C1=CC=2C3=C(N=NC2C=C1F)N(C(N3C3CCOCC3)=O)C 8-(6-(3-((dimethylamino)methyl)pyrrolidin-1-yl)pyridin-3-yl)-7-fluoro-3-methyl-1-(tetrahydro-2H-pyran-4-yl)-1H-imidazo[4,5-c]cinnolin-2(3H)-one